Fluoro-4-isopropyl-1-oxo-2-(o-tolyl)-1,2-dihydroisoquinolin-6-yl trifluoromethanesulfonate FC(S(=O)(=O)OC=1C=C2C(=C(N(C(C2=CC1)=O)C1=C(C=CC=C1)C)F)C(C)C)(F)F